6-[18F]fluoronicotinic acid [18F]C1=NC=C(C(=O)O)C=C1